N[C@H]1C[C@H](N(CC1)C(=O)N1CC2(CCCC2)[C@H](CC1)CN1C=NC(=CC1=O)C1=CC=CC=C1)C1=CC=CC=C1 3-(((S)-7-((2S,4R)-4-amino-2-phenylpiperidine-1-carbonyl)-7-azaspiro[4.5]dec-10-yl)methyl)-6-phenylpyrimidin-4(3H)-one